(S)-4-Fluoro-N,3-dimethyl-N-(3-methyl-1-(pyrrolidin-1-yl)butan-2-yl)benzamide FC1=C(C=C(C(=O)N([C@H](CN2CCCC2)C(C)C)C)C=C1)C